tert-butyl ((5-(4-((N,N-dimethylsulfamoyl) methyl)-6-hydroxypyrimidin-2-yl)-1H-pyrrolo[3,2-b]pyridin-2-yl)methyl)(methyl)carbamate CN(S(=O)(=O)CC1=NC(=NC(=C1)O)C1=CC=C2C(=N1)C=C(N2)CN(C(OC(C)(C)C)=O)C)C